C(C1=CC=CC=C1)N1C(OC=C1C(=O)OCC)=N ethyl 3-benzyl-2-imino-2,3-dihydrooxazole-4-carboxylate